COC(=O)C1=CC2=C(N=C(S2)N)C=C1Cl.BrC1=C(C=CC=C1)C1(CN(C1)C(C1=CC=CC=C1)C1=CC=CC=C1)C(C)=O 1-[3-(2-bromophenyl)-1-(diphenylmethyl)azetidin-3-yl]ethan-1-one methyl-2-amino-5-chlorobenzo[d]thiazole-6-carboxylate